dimethyl (2S,4S)-2-tert-butoxycarbonylamino-4-methyl-glutarate C(C)(C)(C)OC(=O)N[C@H](C(=O)OC)C[C@@H](C(=O)OC)C